5-bromo-3-(2-(3-(4-methylphenyl)-4-oxothiazolidine-2-ylidene)hydrazono)indol-2-one BrC=1C=C2C(C(NC2=CC1)=O)=NN=C1SCC(N1C1=CC=C(C=C1)C)=O